2-(2-chlorophenyl)-7-(1H-imidazo[4,5-c]pyridin-7-yl)-5,7-diazaspiro[3.4]octane-6,8-dione ClC1=C(C=CC=C1)C1CC2(C1)NC(N(C2=O)C=2C1=C(C=NC2)N=CN1)=O